NC=1N=CC(=NC1OC=1C=NN(C1)C1CCN(CC1)C)C1=CC(=C(CNS(=O)(=O)C2=CC=CC=C2)C(=C1)C)C N-(4-(5-amino-6-((1-(1-methylpiperidin-4-yl)-1H-pyrazol-4-yl)oxy)pyrazin-2-yl)-2,6-dimethylbenzyl)benzenesulfonamide